ClC1=CC2=C(CCO2)C=C1NC1=NC=C2N(C(N(C2=N1)C1CC2(C1)CC(C2)CO)=O)C 2-((6-chloro-2,3-dihydrobenzofuran-5-yl)amino)-9-(6-(hydroxymethyl)spiro[3.3]heptan-2-yl)-7-methyl-7,9-dihydro-8H-purin-8-one